O=C1NC(CCC1NC1=CC=C(C=C1)C1CCN(CC1)CC(=O)N1CCC(CC1)NC(=O)C1=NC=CC=C1)=O N-(1-(2-(4-(4-((2,6-dioxopiperidin-3-yl)amino)phenyl)piperidin-1-yl)acetyl)piperidin-4-yl)pyridinecarboxamide